7-(4-((2,3-dihydrobenzo[b][1,4]dioxin-6-yl)oxy)piperidin-1-yl-4-d)-8-methyl-2-(trifluoromethyl)-4H-pyrimido[1,2-b]pyridazin-4-one O1C2=C(OCC1)C=C(C=C2)OC2(CCN(CC2)C=2C(=CC=1N(N2)C(C=C(N1)C(F)(F)F)=O)C)[2H]